tetravinyl-pyridine C(=C)C=1C(=C(C(=NC1)C=C)C=C)C=C